2-((4-fluorophenyl)sulfonyl)-6-methoxy-1,2,3,4-tetrahydroisoquinoline-7-carboxylic acid FC1=CC=C(C=C1)S(=O)(=O)N1CC2=CC(=C(C=C2CC1)OC)C(=O)O